1-bromo-3-cyclopropyl-4-fluoro-2-methoxybenzene BrC1=C(C(=C(C=C1)F)C1CC1)OC